1-(2-(4-(9-benzyl-6-(1-methylcyclopropoxy)-9H-purin-8-yl)-3-chlorophenoxy)ethyl)azetidin-3-ol C(C1=CC=CC=C1)N1C2=NC=NC(=C2N=C1C1=C(C=C(OCCN2CC(C2)O)C=C1)Cl)OC1(CC1)C